O=C1NC(CC[C@H]1N1C(N(C2=C1C=CC=C2N2CCC(CC2)CC=O)C)=O)=O |r| rac-2-(1-(1-(2,6-dioxopiperidin-3-yl)-3-methyl-2-oxo-2,3-dihydro-1H-benzo[d]imidazol-4-yl)piperidin-4-yl)acetaldehyde